6,6'-((methylazanediyl)bis(methylene))bis(2-(tert-butyl)-4-fluorophenol) CN(CC1=CC(=CC(=C1O)C(C)(C)C)F)CC1=CC(=CC(=C1O)C(C)(C)C)F